ClC1=CC(=C(C=O)C=C1F)OC 4-chloro-5-fluoro-2-methoxybenzaldehyde